BrC1=CC=C(C=C1)C(C1=C(C=CC(=C1)Cl)C)C1=C(C=CC(=C1)Cl)C 2,2'-((4-bromophenyl)methylene)bis(4-chloro-1-methylbenzene)